C1(=CC=CC=C1)N(N=CC=1C2=CC=CC=C2C=C2C=CC=CC12)C1=CC=CC=C1 9-anthracenealdehyde-1,1-diphenylhydrazone